COC1=C(C(=CC=C1)OC)C1=CC=CC=C1 2,6-di-methyloxy-1,1-biphenyl